5-(4-Amino-2-bromo-5,6-difluoro-3-iodo-phenoxy)-2-fluoro-benzonitrile NC1=C(C(=C(OC=2C=CC(=C(C#N)C2)F)C(=C1F)F)Br)I